methyl N-(3-methylsulfonyloxypropyl)-3-(4-iodophenyl)-8-azabicyclo[3.2.1]octane-2-carboxylate CS(=O)(=O)OCCCN1C2C(C(CC1CC2)C2=CC=C(C=C2)I)C(=O)OC